(4-Amino-phenyl)-(7-methanesulfonyl-3H-benzo[e]indol-2-yl)-methanone NC1=CC=C(C=C1)C(=O)C=1NC=2C=CC3=C(C2C1)C=CC(=C3)S(=O)(=O)C